Tert-butyl (2-amino-2-methylpropyl)carbamate NC(CNC(OC(C)(C)C)=O)(C)C